N1N=CC(=C1)C=1C=NC2=CC=C(C=C2N1)C(=O)C=1C(=C(C=CC1Cl)NC(=O)NC1=CC=C(C=C1)F)F 1-(3-(3-(1H-pyrazol-4-yl)quinoxaline-6-carbonyl)-4-chloro-2-fluorophenyl)-3-(4-fluorophenyl)urea